The molecule is a 5-hydroxylysine consisting of D-lysine having an (R)-hydroxy group at the 5-position. It is an enantiomer of a threo-5-hydroxy-L-lysine. C(C[C@H](C(=O)O)N)[C@H](CN)O